O=S1(CCN(CC1)C1=CC=C(C=C1)N1[C@@H]2CC([C@H](C1)CC2(C)C)=O)=O (1R,4S)-2-(4-(1,1-dioxidothio-morpholino)phenyl)-7,7-dimethyl-2-azabicyclo[2.2.2]octan-5-one